O1CCC(CC1)N1N=CC2=CC(=CC=C12)B(O)O (1-(tetrahydro-2H-pyran-4-yl)-1H-indazol-5-yl)boronic acid